C(CC)O.C(CC)O.C(CC)O.C(CC)O.[Zr] zirconium tetra-n-propanol